COC=1C=CC(=C2C(=CC=NC12)C1N(CCOC1)C(C=C)=O)[N+](=O)[O-] 3-(8-methoxy-5-nitroquinolin-4-yl)-N-acryloylmorpholine